C(C)(C)C1=C(C(=CC(=C1)C(C)C)C(C)C)C1=CC=CC=C1 2,4,6-trisIsopropylbiphenyl